ClC=1C=C2C(=CC1)NC(C21CCN(CC1)CCOC=1C=NC(=NC1)[C@H](CO)O)=O |o1:24| 5-chloro-1'-[2-((2-[(1R) or (1S)-1,2-dihydroxyethyl]pyrimidin-5-yl)oxy)ethyl]-1,2-dihydrospiro[indole-3,4'-piperidin]-2-one